(benzyloxy)-4-bromoaniline C(C1=CC=CC=C1)ONC1=CC=C(C=C1)Br